[Na+].C(C=C)OCC(CS(=O)(=O)[O-])O 3-allyloxy-2-hydroxy-propanesulfonic acid sodium salt